(S)-2-acetoxypropionic acid C(C)(=O)O[C@H](C(=O)O)C